4-Chloro-7-[(2R*)-2-{4-[4-({4-[4-(2,4-dioxo-1,3-diazinan-1-yl)-1H-indol-1-yl]piperidin-1-yl}methyl)piperidin-1-yl]phenyl}morpholin-4-yl]-1H-indazole-3-carbonitrile ClC1=C2C(=NNC2=C(C=C1)N1C[C@H](OCC1)C1=CC=C(C=C1)N1CCC(CC1)CN1CCC(CC1)N1C=CC2=C(C=CC=C12)N1C(NC(CC1)=O)=O)C#N |o1:12|